N1(CCC1)C(CN1C(N(C2=NC=C(C=C21)C2=CC(=C(C=C2)F)OC(F)F)C)=O)=O 1-[2-(azetidin-1-yl)-2-oxo-ethyl]-6-[3-(difluoromethoxy)-4-fluoro-phenyl]-3-methyl-imidazo[4,5-b]pyridin-2-one